3-N-(4,4-dimethyl-1-(1H-tetrazol-5-yl)pentyl)-6-fluoroquinazolin-4-amine CC(CCC(C1=NN=NN1)N1CN=C2C=CC(=CC2=C1N)F)(C)C